ClC1=NC=C(C(=O)NC2=CC=C(C=C2)[C@H]2CNCCO2)C=C1 (S)-6-Chloro-N-(4-(morpholin-2-yl)-phenyl)-nicotinamid